4-(1H-indol-3-yl)-pyrimidin-2-amine N1C=C(C2=CC=CC=C12)C1=NC(=NC=C1)N